3-(3,5-diisopropylphenyl)-5-methyl-pyrazol-4-ol C(C)(C)C=1C=C(C=C(C1)C(C)C)C1=NNC(=C1O)C